1-(3-(chloromethyl)phenyl)ethan-1-one ClCC=1C=C(C=CC1)C(C)=O